ClC1=NN=C(C2=CC=CC=C12)N[C@H]1CN(CC1)CC (R)-4-chloro-N-(1-ethylpyrrolidin-3-yl)phthalazine-1-amine